styrene-maleic-anhydride C(=CC1=CC=CC=C1)/C/1=C/C(=O)OC1=O